FC(C(C(C(C(F)(F)CO[Si](OC)(C)CCC)(F)F)(F)F)(F)F)CC(F)(F)F dodecafluoroheptyl-propyl-methyldimethoxysilane